(3-chloropyridin-2-yl)(3-(2-(hydroxymethyl)-4-phenoxyphenyl)pyrrolidin-1-yl)methanone ClC=1C(=NC=CC1)C(=O)N1CC(CC1)C1=C(C=C(C=C1)OC1=CC=CC=C1)CO